N=1N(N=C2C1C=CC=C2)C2=C(C(=CC(=C2)C)CC(C[Si](O[Si](C)(C)C)(O[Si](C)(C)C)C)C)O 2-(benzotriazol-2-yl)-4-methyl-6-[2-methyl-3-[methyl-bis(trimethylsilyloxy)silyl]propyl]phenol